C(C)OC(CC1=C(C=C(C=C1)C#N)Br)=O 2-(2-Bromo-4-cyanophenyl)acetic acid ethyl ester